ClC1=C(C=CC=C1)CC(=O)NC1=CC(=C(C=C1)OC=1C=NC=CC1)S(N)(=O)=O 2-(2-chlorophenyl)-N-[4-(pyridin-3-yloxy)-3-sulfamoylphenyl]acetamide